BrC1=C(C=C(C(=C1)C(C)(C)C)Br)C(C)(C)C 1,4-Dibromo-2,5-di-tert-butylbenzene